rel-2-(5,6-Difluoro-2-oxo-1,4-dihydroquinazolin-3-yl)-N-[(1R)-1-(4-methylpyridazin-3-yl)ethyl]acetamide FC1=C2CN(C(NC2=CC=C1F)=O)CC(=O)N[C@H](C)C=1N=NC=CC1C |o1:17|